1-(3-bromo-2-methoxyphenyl)ethanone BrC=1C(=C(C=CC1)C(C)=O)OC